FC(C(C(F)(F)F)(C(F)(F)F)[Mg])(F)F nonafluorotert-butyl-magnesium